N1(CCC1)C1=CC=C2C3(CC=4C(=NOC4C2=C1)NS(=O)(=O)C1=C(C=C(C(=O)N(C2CCOCC2)C)C=C1OC)OC)CC3 4-(N-(8'-(azetidin-1-yl)-4'H-spiro[cyclopropane-1,5'-naphtho[2,1-d]isoxazol]-3'-yl)sulfamoyl)-3,5-dimethoxy-N-methyl-N-(tetrahydro-2H-pyran-4-yl)benzamide